(S)- and (R)-2-((4-cyanophenethyl)amino)-N-(6-(1-methyl-1H-pyrazol-4-yl)pyridazin-3-yl)-2-phenylacetamide C(#N)C1=CC=C(CCN[C@H](C(=O)NC=2N=NC(=CC2)C=2C=NN(C2)C)C2=CC=CC=C2)C=C1 |r|